4-(4-(4-((2-(2,6-dioxopiperidin-3-yl)-1,3-dioxoisoindolin-4-ylamino)methyl)-2-fluorobenzyl)piperazin-1-yl)picolinamide O=C1NC(CCC1N1C(C2=CC=CC(=C2C1=O)NCC1=CC(=C(CN2CCN(CC2)C2=CC(=NC=C2)C(=O)N)C=C1)F)=O)=O